N-[6-[[[[(1-methyl-1H-tetrazol-5-yl)phenylmethylene]amino]oxy]methyl]-2-pyridinyl]carbamate CN1N=NN=C1C(C1=CC=CC=C1)=NOCC1=CC=CC(=N1)NC([O-])=O